tri(i-butyl)amine C(C(C)C)N(CC(C)C)CC(C)C